(R)-3-(3-chloro-4-fluorophenyl)-1-methyl-1-(6-oxo-1,4,5,6-tetrahydro-2H-pyrano[3,4-b]thieno[3,2-d]pyridin-1-yl)urea ClC=1C=C(C=CC1F)NC(N([C@H]1COCC=2NC(C3=C(C21)C=CS3)=O)C)=O